phenyl (4-(tert-butyl)-2-fluorophenyl)carbamate C(C)(C)(C)C1=CC(=C(C=C1)NC(OC1=CC=CC=C1)=O)F